(3,4-difluorophenyl)-6-methyl-4-[(1-methylcyclopropyl)amino]furo[2,3-d]pyrimidine-5-carboxamide FC=1C=C(C=CC1F)C=1N=C(C2=C(N1)OC(=C2C(=O)N)C)NC2(CC2)C